methyl 5-((tert-butoxycarbonyl) amino)-4-fluoropentanoate C(C)(C)(C)OC(=O)NCC(CCC(=O)OC)F